COC=1C=C2CCNCC2=CC1NC1=NC2=CC(=CC=C2C=N1)C1=CC=C(C=C1)CC#N (4-{2-[(6-methoxy-1,2,3,4-tetrahydroisoquinolin-7-yl)amino]quinazolin-7-yl}phenyl)acetonitrile